6-(2-(3-(Difluoromethoxy)phenyl)pyridin-3-yl)benzo[d]thiazol FC(OC=1C=C(C=CC1)C1=NC=CC=C1C1=CC2=C(N=CS2)C=C1)F